4-(6-methoxypyrazin-2-yl)-9-methyl-3,4,7,15-tetraazatricyclo[12.3.1.02,6]Octadeca-1(18),2,5,14,16-pentaen-8-one COC1=CN=CC(=N1)N1N=C2C=3C=CN=C(CCCCC(C(NC2=C1)=O)C)C3